5-Bromo-2-isopropyl-6-methoxy-2H-indazole BrC1=CC2=CN(N=C2C=C1OC)C(C)C